FC1=CC(=CC2=CN(N=C12)C)NC(=O)C1=CC=C(C2=C1N=C(S2)OC)N2CC(C2)N(C(OC(C)(C)C)=O)C tert-butyl N-[1-[4-[(7-fluoro-2-methyl-indazol-5-yl)carbamoyl]-2-methoxy-1,3-benzothiazol-7-yl]azetidin-3-yl]-N-methyl-carbamate